5-amino-2-naphthoic acid NC1=C2C=CC(=CC2=CC=C1)C(=O)O